(1S,4s)-4-(8-(2,6-dichlorophenylamino)-2-((1R,3R)-3-hydroxycyclopentylamino)-9H-purin-9-yl)cyclohexanecarboxamide ClC1=C(C(=CC=C1)Cl)NC=1N(C2=NC(=NC=C2N1)N[C@H]1C[C@@H](CC1)O)C1CCC(CC1)C(=O)N